C(C)(=O)C(C(=O)O)(C(C)=O)C(C)=O.C(O)C(CC)(CO)CO trimethylolpropane triacetylacetate